(5-(((2S,4R)-1-((4,4-difluorocyclohexyl)methyl)-2-methylpiperidin-4-yl)methyl)pyrazolo[1,5-a]pyridin-3-yl)-5-methoxypyrimidine-2,4(1H,3H)-dione FC1(CCC(CC1)CN1[C@H](C[C@@H](CC1)CC1=CC=2N(C=C1)N=CC2N2C(NC(C(=C2)OC)=O)=O)C)F